C(#N)CN1N=C(C(=C1)C1=CN=C2N1C=CN=C2NC2=CC(=C(C(=O)NCC(=O)NCCN(C)C)C=C2)C)C(F)(F)F 4-[[3-[1-(cyanomethyl)-3-(trifluoromethyl)pyrazol-4-yl]imidazo[1,2-a]pyrazin-8-yl]amino]-N-[2-[2-(dimethylamino)ethylamino]-2-oxo-ethyl]-2-methyl-benzamide